C(C)(C)(C)OC(=O)N1[C@H](CN(CC1)C=1C=CC=2N(C(N=C(N2)C2=CC3=CN(N=C3C(=C2)F)C)=O)C1)C.[13C]([13CH]=[13CH2])(=O)N acrylamide-13C3 tert-butyl-(S)-4-(2-(7-fluoro-2-methyl-2H-indazol-5-yl)-4-oxo-4H-pyrido[1,2-a][1,3,5]triazin-7-yl)-2-methylpiperazine-1-carboxylate